3-cyanobenzyl (Z)-3-aminobut-2-enoate N\C(=C/C(=O)OCC1=CC(=CC=C1)C#N)\C